[Cr].[Be] beryllium-chromium